COC1=CC=C(CN(C2=NC(=CC(=N2)NC(C)CCC)CC2=CC=C(C=C2)CO)CC2=CC=C(C=C2)OC)C=C1 2-(bis(4-methoxybenzyl)amino)-6-(4-(hydroxymethyl)benzyl)-4-(pentan-2-ylamino)pyrimidine